BrC1=C(C=C(C=C1COC)COC)C(\C=C\C=1OC(=CC1)C)=O 1-(2-bromo-3,5-dimethoxymethylphenyl)-3-(5-methylfuran-2-yl)-(2E)-2-propen-1-one